(((S)-1-methylpyrrolidin-2-yl)methoxy)-7-(thiochroman-8-yl)quinoline-3-acetonitrile CN1[C@@H](CCC1)COC1=NC2=CC(=CC=C2C=C1CC#N)C=1C=CC=C2CCCSC12